5-chloro-2-(2-fluoro-4-chlorobenzyl)-1H-benzimidazole ClC1=CC2=C(NC(=N2)CC2=C(C=C(C=C2)Cl)F)C=C1